ClC=1N=CC2=C(N1)NC(=C2)C(F)(F)F 2-chloro-6-(trifluoromethyl)-7H-Pyrrolo[2,3-d]pyrimidine